C(C)(C)(C)OC(=O)N1N=C(C2=CC=C(C=C12)[C@@H]1C[C@@]12C(NC1=CC=C(C=C21)OC)=O)I (1R,2S)-2-(1-tert-butoxycarbonyl-3-iodo-indazol-6-yl)-5'-methoxy-2'-oxo-spiro[cyclopropane-1,3'-indoline]